3-chloro-4-fluorophenylmagnesium bromide ClC=1C=C(C=CC1F)[Mg]Br